ClC1=NC=CC(=C1C)C(C#N)C(C(C)(C)C)=O 2-(2-chloro-3-methylpyridin-4-yl)-4,4-dimethyl-3-oxovaleronitrile